3-(2-(7-(((3s,5s,7s)-adamantan-1-yl)amino)heptyl)-5-bromo-4-oxoquinazolin-3(4H)-yl)piperidine-2,6-dione C12(CC3CC(CC(C1)C3)C2)NCCCCCCCC2=NC3=CC=CC(=C3C(N2C2C(NC(CC2)=O)=O)=O)Br